(S)-2-methyl-N-(1-(oxazol-2-yl)-4-phenylbutyl)propane-2-sulfinamide CC(C)(C)[S@](=O)NC(CCCC1=CC=CC=C1)C=1OC=CN1